FC(C(=O)O)(F)F.ClCC=1CCNCC1F 4-(chloromethyl)-5-fluoro-1,2,3,6-tetrahydropyridine trifluoroacetate salt